(R)-8-(4'-((1-aminocyclopropyl)methyl)-2,2'-dichloro-[1,1':3',1''-terphenyl]-3-yl)-3-((((5-oxopyrrolidin-2-yl)methyl)amino)methyl)-4H-pyrido[1,2-a]pyrimidin-4-one NC1(CC1)CC1=C(C(=C(C=C1)C1=C(C(=CC=C1)C1=CC=2N(C(C(=CN2)CNC[C@@H]2NC(CC2)=O)=O)C=C1)Cl)Cl)C1=CC=CC=C1